O=C1C(CN(CC1)C(=O)OC(C)(C)C)CCS(=O)C1=CC=CC=C1 tert-butyl 4-oxo-3-(2-(phenylsulfinyl)ethyl)piperidine-1-carboxylate